FC=1C=C(C=CC(=O)NC(=N)N)C=CC1F 3,4-difluorocinnamoylguanidine